N1-(4-(diphenylamino)phenyl)N4,N4-diphenylbenzene-1,4-diamine C1(=CC=CC=C1)N(C1=CC=C(C=C1)NC1=CC=C(C=C1)N(C1=CC=CC=C1)C1=CC=CC=C1)C1=CC=CC=C1